COC=1C(=NC=C(N1)C=1C=NNC1)NC1=CC=NC2=CC(=CC=C12)C N-(3-methoxy-5-(1H-pyrazol-4-yl)pyrazin-2-yl)-7-methyl-quinolin-4-amine